C(C1=CC=CC=C1)N1[C@H](CC([C@@H](C1)C)OC(F)(F)F)C1=CC=C(C=C1)F (2R,5R)-1-Benzyl-2-(4-fluorophenyl)-5-methyl-4-(trifluoromethoxy)piperidine